6-bromo-8-methyl-2H-benzo[d][1,3]oxazine-2,4(1H)-dione BrC1=CC2=C(NC(OC2=O)=O)C(=C1)C